[N+](=O)([O-])C1=NC=CC=C1N1[C@@H](CNCC1)C(=O)OC methyl (S)-1-(2-nitropyridin-3-yl)piperazine-2-carboxylate